NC1=CC=C(C(=C1C=O)F)Cl 6-amino-3-chloro-2-fluorobenzaldehyde